FC(C1=NC(=C(C(=O)OC)C=C1)NC1=C(C=C(C=C1)F)C(C)C)F methyl 6-(difluoro-methyl)-2-((4-fluoro-2-isopropylphenyl)-amino)nicotinate